NC1CCN(CC1)C1=CC2=C(N=C(N=C2)NC=2C=NN(C2)CCO)N(C1=O)C 6-(4-amino-1-piperidyl)-2-[[1-(2-hydroxyethyl)pyrazol-4-yl]amino]-8-methyl-pyrido[2,3-d]pyrimidin-7-one